5-(Difluoromethyl)-2-methoxy-6'-methyl-[3,4'-bipyridine]-3'-carboxylic acid FC(C=1C=C(C(=NC1)OC)C1=C(C=NC(=C1)C)C(=O)O)F